C(CCC)OC(=O)C1=NC(=C(C(=C1Cl)N)F)C1=CC=C2C=CNC2=C1F.CC(C(C#COOC(C)(C)C)(OOC(C)(C)C)C)CC dimethyl-bis(tert-butylperoxy)hexyne butyl-4-amino-3-chloro-5-fluoro-6-(7-fluoro-1H-indol-6-yl)pyridine-2-carboxylate